C[C@@H]1CC[C@H]([C@@H](C1)C(=O)NC1=CC=C(C=C1)S(NC1=NC=CC=N1)(=O)=O)C(C)C (1R,2S,5R)-5-methyl-2-propan-2-yl-N-[4-(pyrimidin-2-ylsulfamoyl)phenyl]cyclohexane-1-carboxamide